CS(=O)(=O)O.C(C1=CC=CC=C1)O[C@@H](C(=O)N1CCNCC1)[C@H]([C@@H]([C@@]([C@@H](C)O)(O)COCC1=CC=CC=C1)OCC1=CC=CC=C1)OCC1=CC=CC=C1 (2R,3S,4S,5R,6R)-2,3,4-tribenzyloxy-5-(benzyloxymethyl)-5,6-dihydroxy-1-(piperazine-1-yl)heptan-1-one methanesulfonate